CN(C)C(C(C)OCCCCCCCC\C=C/CCCCCCCC)OCCCCCCCC\C=C/CCCCCCCC Dimethylamino-1,2-dioleyloxy-propane